Cl(=O)(=O)(=O)O.C(C)N1CC=CC=C1 1-ethyl-pyridine monoperchlorate